8-bromo-3-cyclopropyl-6-fluoro-2-(tetrahydro-2H-pyran-4-yl)quinazolin-4(3H)-one BrC=1C=C(C=C2C(N(C(=NC12)C1CCOCC1)C1CC1)=O)F